1-heptaene-4-carbonitrile C=CCC(CCC)C#N